[Si](C)(C)(C(C)(C)C)O[C@@H](CNC(OC(C)(C)C)=O)CNCC1=CC=C(C=C1)OC tert-butyl (R)-(2-((tert-butyldimethylsilyl)oxy)-3-((4-methoxybenzyl)amino)propyl)carbamate